(E)-6-(6-ethoxypyridin-3-yl)-N'-(2-fluoro-3-hydroxy-5-methoxybenzylidene)pyrazine-2-carbohydrazide C(C)OC1=CC=C(C=N1)C1=CN=CC(=N1)C(=O)N/N=C/C1=C(C(=CC(=C1)OC)O)F